4-[2-(Cyclopentoxy)-3-pyridyl]-2,6-difluoro-benzoic acid methyl ester COC(C1=C(C=C(C=C1F)C=1C(=NC=CC1)OC1CCCC1)F)=O